tert-butyl ((2-(4-fluorophenyl)-4-(1-methyl-1H-1,2,3-triazol-4-yl)pyrimidin-5-yl)methyl)carbamate FC1=CC=C(C=C1)C1=NC=C(C(=N1)C=1N=NN(C1)C)CNC(OC(C)(C)C)=O